IC1=CC=C(C=C1)C1=CC=C(C=C1)N(C(C1=CC=CC=C1)=O)OC N-(4'-iodo-[1,1'-biphenyl]-4-yl)-N-methoxybenzamide